NC1=NC=CC=C1CCC1=CN=C(S1)NC(=O)NC=1N(N=C(C1)C(C)(C)C)C1=CC(=CC=C1)F 1-{5-[2-(2-Amino-pyridin-yl)-ethyl]-thiazol-2-yl}-3-[5-tert-butyl-2-(3-fluoro-phenyl)-2H-pyrazol-3-yl]-urea